C1=NC=C(C2=CC=CC=C12)N1C(NC2(CC(C2)C2=C(C=CC=C2)OC)C1=O)=O 7-(isoquinolin-4-yl)-2-(2-methoxyphenyl)-5,7-diazaspiro[3.4]octane-6,8-dione